C(N)(=O)C=1OCC(C(N1)(C)C)CCCCCCC1C(N=C(OC1)C(N)=O)(C)C hexamethylenebis(2-carbamoyl-4,4-dimethyl-5,6-dihydro-4H-1,3-oxazine)